7-bromo-4-trifluoromethoxyisoquinoline BrC1=CC=C2C(=CN=CC2=C1)OC(F)(F)F